CN1C2(N3C(=CC=C(C3=O)CC3=NC=NC=C3)C1=O)CCCCC2 methyl-6'-(pyrimidin-4-ylmethyl)-2'H-spiro[cyclohexane-1,3'-imidazo[1,5-a]pyridine]-1',5'-dione